tert-Butyl 3-(benzylamino)azepane-1-carboxylate C(C1=CC=CC=C1)NC1CN(CCCC1)C(=O)OC(C)(C)C